C(C)(C)C1=C(NC2=CC=C(C=C12)C1CCN(CC1)CC(=O)NC)C1=CC=2C(N=C1)=NN(C2)C 2-(4-(3-isopropyl-2-(2-methyl-2H-pyrazolo[3,4-b]pyridin-5-yl)-1H-indol-5-yl)piperidin-1-yl)-N-methylacetamide